Cl.FC(C1=CC=C(C=N1)N[C@@H]1C[C@H](C1)N)(F)F trans-N-(6-(trifluoromethyl)pyridin-3-yl)cyclobutane-1,3-diamine hydrochloride